N-(5-bromo-6-methylpyridin-2-yl)-1H-indol-6-amine BrC=1C=CC(=NC1C)NC1=CC=C2C=CNC2=C1